C(CCCCCCC)C(C(=O)OCCCCC(OC(NCCOCCN(C)C)=O)CCCCOC(C(CCCCCCCC)CCCCCCCC)=O)CCCCCCCC 2-methyl-11-{4-[(2-octyl-1-oxodecyl) oxy] butyl}-9-oxo-2,8-diaza-5,10-dioxapentadec-15-yl 2-octyldecanoate